NC1=NC=C(C2=C1C=NN2COCC[Si](C)(C)C)NC(C(=O)N2C(CC(C(C2)C)OC)C2=CC=C(C=C2)F)=O N-(4-amino-1-((2-(trimethylsilyl)ethoxy)methyl)-1H-pyrazolo[4,3-c]pyridin-7-yl)-2-(2-(4-fluorophenyl)-4-methoxy-5-methylpiperidin-1-yl)-2-oxoacetamide